1-[3-(hydroxymethyl)phenyl]-6-methylpyridin-2(1H)-one OCC=1C=C(C=CC1)N1C(C=CC=C1C)=O